(3S,4S)-3-amino-4-fluoro-piperidine-1-carboxylic acid tert-butyl ester C(C)(C)(C)OC(=O)N1C[C@@H]([C@H](CC1)F)N